(2S)-2-(2,4-dimethylpyridin-3-yl)-1-methylpyrrolidin-1-ium benzoate C(C1=CC=CC=C1)(=O)[O-].CC1=NC=CC(=C1[C@H]1[NH+](CCC1)C)C